ethan-1-one O-(2-(3,5-dichlorophenyl)-1,1-difluoroallyl) oxime ClC=1C=C(C=C(C1)Cl)C(C(F)(F)ON=CC)=C